6-amino-2-{[(1S)-1-methylbutyl]Oxy}-9-[5-(1-piperidinyl)pentyl]-7,9-dihydro-8H-purin-8-one NC1=C2NC(N(C2=NC(=N1)O[C@H](CCC)C)CCCCCN1CCCCC1)=O